C(OC1=C(C=C(C=C1)[N+](=O)[O-])C(C)(C)C)([O-])=O Tert-butyl-(4-nitrophenyl) carbonate